C(C)(C)(C)C1=C(C(=CC=C1)C(C)(C)C)O 2,6-di-tertiary butyl-phenol